N1C=C(C2=CC=CC=C12)CC(C(=O)O)NC(=O)C=1SC=CC1 3-[1H-indole-3-yl]-2-[(thiophene-2-carbonyl)-amino]-propionic acid